C(CCCCCCCC)N1C=[N+](C=C1)C 1-nonyl-3-Methyl-imidazolium